2-tert-butoxycarbonyl-2-azabicyclo[2.2.2]octane-4-carboxylic acid C(C)(C)(C)OC(=O)N1C2CCC(C1)(CC2)C(=O)O